CC1(COC1)NC(C)C=1C=C(C=2N(C(C=CN2)=O)C1)C(F)(F)F 7-[1-[(3-methyloxetan-3-yl)amino]ethyl]-9-(trifluoromethyl)pyrido[1,2-a]pyrimidin-4-one